2-fluoro-4-(1-methyltriazol-4-yl)-N-[(3R)-3-piperidyl]-N-[2-(4-pyridyl)thieno[3,2-c]pyridin-4-yl]benzamide FC1=C(C(=O)N(C2=NC=CC3=C2C=C(S3)C3=CC=NC=C3)[C@H]3CNCCC3)C=CC(=C1)C=1N=NN(C1)C